FC=1C=C2CC(N(CC2=CC1)C1=CC(=C(C(=C1)C)NC(CC(C)(C)C)=O)C)([2H])[2H] N-(4-(6-fluoro-3,4-dihydroisoquinolin-2(1H)-yl-3,3-d2)-2,6-dimethylphenyl)-3,3-dimethylbutan-amide